COC1(NC=CC(N1)(N)C1=CC=C(C=C1)N1C(CCCC1)N1CCN(CC1)C)N 2-METHOXY-4-[4-[(4-METHYLPIPERAZIN-1-YL)PIPERIDIN-1-YL]PHENYL]PYRIMIDINE-2,4-DIAMINE